(S)-methyl 2-((S)-2-(7-chloro-5-methoxy-1H-indole-2-carboxamido)-3-cyclopropylpropanamido)-3-((S)-2-oxopiperidin-3-yl)propanoate ClC=1C=C(C=C2C=C(NC12)C(=O)N[C@H](C(=O)N[C@H](C(=O)OC)C[C@H]1C(NCCC1)=O)CC1CC1)OC